(7S)-7-phenyl-N-[(3S)-5-methyl-4-oxo-2,3-dihydro-1,5-benzoxazepine-3-yl]-6,7-dihydro-5H-pyrrolo[1,2-b][1,2,4]Triazole-2-carboxamide C1(=CC=CC=C1)[C@@H]1CCN2N=C(N=C21)C(=O)N[C@H]2COC1=C(N(C2=O)C)C=CC=C1